CC1(CC(CC1OCCCCC1=NC=2NCCCC2C=C1)N(C)C(C(=O)O)C1=C2[C@@H](COC3(CCOCC3)C2=CC=C1)C)C ((3,3-dimethyl-4-(4-(5,6,7,8-tetrahydro-1,8-naphthyridin-2-yl)butoxy)cyclopentyl)(methyl)amino)-2-((S)-4-methyl-2',3',5',6'-tetrahydrospiro[isochromane-1,4'-pyran]-5-yl)acetic acid